C1(=CC=CC=C1)S(=O)(=O)N1C=CC=2C(=CC=CC12)N 1-(benzenesulfonyl)indol-4-amine